C(C)(C)(C)OC(NC1(CC1)C(CC1=CC(=C(C(=C1)Cl)O[Si](C)(C)C(C)(C)C)Cl)N=C(C1=CC=CC=C1)C1=CC=CC=C1)=O (1-(1-((diphenylmethylene)amino)-2-(4-(tert-butyldimethylsilyloxy)-3,5-dichloro-phenyl)-ethyl)cyclopropyl)carbamic acid tert-butyl ester